ClC1=CC(=CC2=C1B(OC2)O)NC2=NC=C(C(=N2)NC(CC)CC)C 7-chloro-5-((5-methyl-4-(pentan-3-ylamino)pyrimidin-2-yl)amino)benzo[c][1,2]oxaborol-1(3H)-ol